COC1=CC=C2C=NN(C2=C1NS(=O)(=O)C=1C=NC(=CC1)C1=NOC(=N1)C)C N-(6-methoxy-1-methylindazol-7-yl)-6-(5-methyl-1,2,4-oxadiazol-3-yl)pyridine-3-sulfonamide